2-(3,5-difluoro-4-((1H-benzo[d]imidazol-6-yl)oxy)phenyl)-3,5-dioxo-2,3,4,5-tetrahydro-1,2,4-triazine-6-carbonitrile FC=1C=C(C=C(C1OC=1C=CC2=C(NC=N2)C1)F)N1N=C(C(NC1=O)=O)C#N